3-Chloro-6-(3-phenylphenyl)pyrimido[4,5-c]quinolin-5-one ClC=1N=CC2=C(C(N(C=3C=CC=CC23)C2=CC(=CC=C2)C2=CC=CC=C2)=O)N1